ClC=1C=NC=CC1C1=NOC(=C1C1=CC2(C1)CCN(CC2)C2=CC=C1C=C(N=NC1=C2)C(=O)O)C2CC2 7-(2-(3-(3-chloropyridin-4-yl)-5-cyclopropylisoxazol-4-yl)-7-azaspiro[3.5]non-1-en-7-yl)cinnoline-3-carboxylic acid